C(C)(C)(C)C=1C(=CC(=C(C1)C(C)(CCSCCCCCCCCCCCC)C1=C(C=C(C(=C1)C(C)(C)C)O)C)C)O 2,2-bis(5-t-butyl-4-hydroxy-2-methylphenyl)-4-n-dodecylmercaptobutane